CC(C(CC(C)=O)=O)C.CC(C(CC(C)=O)=O)C.CC(C(CC(C)=O)=O)C.[Fe] iron tris(5-methylhexane-2,4-dione)